4-methyl-2-phenyl-1H,2H,3H-pyrrolo[3,4-c]quinoline-1,3-dione CC1=NC=2C=CC=CC2C2=C1C(N(C2=O)C2=CC=CC=C2)=O